C(=C)C(C(C(C(C(C(C=C)(F)F)(F)F)(F)F)(F)F)(F)F)(F)F 1,6-divinylperfluorohexane